CC(CP(O)(=O)CC(CC(C)(C)C)C)CC(C)(C)C di(2,4,4-trimethyl-amyl)phosphinic acid